(E)-4,4,5,5-tetramethyl-2-(4-(2-nitrovinyl)phenyl)-1,3,2-dioxaborolane CC1(OB(OC1(C)C)C1=CC=C(C=C1)\C=C\[N+](=O)[O-])C